di-octadecyl-alanyl-spermine C(CCCCCCCCCCCCCCCCC)N([C@@H](C)C(=O)NCCCNCCCCNCCCN)CCCCCCCCCCCCCCCCCC